C(C)(=O)OCF Fluoro-methyl Acetate